NC1=C2C(=NNC2=CC(=C1)F)C=O 4-AMINO-6-FLUORO-3-INDAZOLECARBOXALDEHYDE